C[C@H]1NCCNC1 (R)-2-methylpiperazine